((S)-3-aminopyrrolidin-1-yl)((S)-1-(4-chloro-5-fluoro-1H-indole-2-carbonyl)pyrrolidin-3-yl)methanone N[C@@H]1CN(CC1)C(=O)[C@@H]1CN(CC1)C(=O)C=1NC2=CC=C(C(=C2C1)Cl)F